BrC1=C(C=C(C=C1)OC(F)F)F 1-bromo-4-(difluoromethoxy)-2-fluoro-benzene